COC1=CC=C(C=C1)C1=CC=CC(=N1)C(=O)O 6-(4-methoxyphenyl)picolinic acid